C(=O)N1C=2C(NC(=NC2NC[C@H]1CN(C1=CC=C(C(N[C@@H](CCC(=O)O)C(=O)O)=O)C=C1)C=O)N)=O 5,10-diformyl-(6S)-tetrahydrofolic acid